FC1=CC(=C(C(O1)=O)C(C1=CC=C(C=C1)C)C1=CC=CC=C1)O 6-fluoro-4-hydroxy-3-(phenyl-(p-tolyl)methyl)-2H-pyran-2-one